ClC1=CC=C(C=C1)[C@@H](C(=O)N1CCN(CC1)C=1C2=C(N=CN1)[C@@H](C[C@H]2C)O)CN2CCC(CC2)NC (R)-2-(4-chlorophenyl)-1-(4-((5R,7R)-7-hydroxy-5-methyl-6,7-dihydro-5H-cyclopenta[d]pyrimidin-4-yl)piperazin-1-yl)-3-(4-(methylamino)piperidin-1-yl)propan-1-one